2-(4-(3-isopropyl-2-(8-methoxy-[1,2,4]triazolo[1,5-a]pyridin-6-yl)-1H-pyrrolo[2,3-c]pyridin-5-yl)piperazin-1-yl)-N-methylacetamide C(C)(C)C1=C(NC2=CN=C(C=C21)N2CCN(CC2)CC(=O)NC)C=2C=C(C=1N(C2)N=CN1)OC